NC1=NC2=CC=C(C=C2C=C1C)C(=O)N(CC1=NC=C(C=C1)C(F)(F)F)CC1=NC=CC=N1 2-amino-3-methyl-N-(2-pyrimidinylmethyl)-N-((5-(trifluoromethyl)-2-pyridinyl)methyl)-6-quinolinecarboxamide